3',4',5',6'-tetrahydroxyspiro[2-benzofuran-3,9'-xanthen]-1-one OC=1C=CC=2C3(C4=CC=C(C(=C4OC2C1O)O)O)OC(C1=C3C=CC=C1)=O